FC(C(=O)O)(F)F.NCCCCC(=O)N1CC2=CC=C(C=C2C1)NC(=O)C1=CC=C(CN(C(=O)C=2C=CC3=C(OCC(N3)=O)C2)C2CC2)C=C1 N-(4-((2-(5-aminopentanoyl)isoindolin-5-yl)carbamoyl)benzyl)-N-cyclopropyl-3-oxo-3,4-dihydro-2H-benzo[b][1,4]oxazine-7-carboxamide 2,2,2-trifluoroacetate